NC=1C(=CC2=C(N=C(N2C(F)F)C(F)F)C1C1=C(C(=CC=C1C)O)C)C(=O)N (P)-6-amino-2,3-bis(difluoromethyl)-7-(3-hydroxy-2,6-dimethyl-phenyl)benzimidazole-5-carboxamide